C(#N)C=1C=NN2C1C(=CC(=C2)C=2C=NN(C2C)[C@@H]2CCN(CCC2)C(=O)OC(C)(C)C)OC tert-Butyl (4S)-4-(4-[3-cyano-4-methoxypyrazolo[1,5-a]pyridin-6-yl]-5-methylpyrazol-1-yl)azepane-1-carboxylate